O[C@@H]1CC(NCC1)=O (S)-4-hydroxypiperidin-2-one